(3S)-2-oxo-4-[(3S)-2-oxopiperidin-3-yl]-3-[(N-{4-[(propan-2-yl)oxy]-1H-indole-2-carbonyl}-L-leucyl)amino]butyl 3,3,3-trifluoro-2,2-dimethylpropanoate FC(C(C(=O)OCC([C@H](C[C@H]1C(NCCC1)=O)NC([C@@H](NC(=O)C=1NC2=CC=CC(=C2C1)OC(C)C)CC(C)C)=O)=O)(C)C)(F)F